N1=CC=CC2=CC=C3C(=C12)C(=CC=C3)O.N3=CC=CC1=CC=C2C(=C31)C(=CC=C2)O.[Be] beryllium bis(benzoquinolin-10-ol)